COC=1C=C(C=CC1)C1=NN2C(=NC=3C=CC=CC3C2=N1)N[C@@H]1C(N(CC1)C)=O (3S)-3-{[2-(3-methoxyphenyl)[1,2,4]triazolo[1,5-c]quinazolin-5-yl]amino}-1-methylpyrrolidin-2-one